N1(CCNCCCNCCNCCC1)CC1=CC=C(C=C1)CN1CCNCCCNCCNCCC1 1-[[4-(1,4,8,11-tetrazacyclotetradec-1-ylmethyl)phenyl]methyl]-1,4,8,11-tetrazacyclotetradecane